CO.C(C)[N+](CC)(CC)CC Tetraethylammonium Methanol salt